OC(C(C)=O)=C(C(C)=O)O 3,4-dihydroxyl-3-hexene-2,5-dione